S(=O)(=O)(O)O.C(N)(OC)=O.COC(N)=O Methyl carbamate hemisulfate